1-Boc-2,5-Dihydro-1H-pyrrole-3-boronic acid C(=O)(OC(C)(C)C)N1CC(=CC1)B(O)O